1-(4-(2-bromoethoxy)phenyl)-5-(2,4-dichlorophenyl)-1,4-pentadien-3-one BrCCOC1=CC=C(C=C1)C=CC(C=CC1=C(C=C(C=C1)Cl)Cl)=O